2-(4-methylphenyl)-methyl-1-butanone CC1=CC=C(C=C1)C(C(=O)C)CC